ClC1=C2C(N(C(=NC2=CC=C1)[C@H](CC)NC1=NC=NC2=CC=C(C=C12)C#N)C1CC1)=O (S)-4-((1-(5-chloro-3-cyclopropyl-4-oxo-3,4-dihydroquinazolin-2-yl)propyl)amino)quinazoline-6-carbonitrile